Anti-citrate C(CC(O)(C(=O)[O-])CC(=O)[O-])(=O)[O-]